5-Bromoquinazolin-7-amine BrC1=C2C=NC=NC2=CC(=C1)N